C(\C=C/C=C)(=O)N cis-2,4-pentadienamide